N-{4-[(1S)-1-(methylsulfonyl)ethyl]phenyl}{[(4-methoxyphenyl)methyl]amino}carboxamide CS(=O)(=O)[C@@H](C)C1=CC=C(C=C1)NC(=O)NCC1=CC=C(C=C1)OC